1-(5-fluoropentyl)-3-(1-naphthoyl)-1H-indole FCCCCCN1C=C(C2=CC=CC=C12)C(=O)C1=CC=CC2=CC=CC=C12